5-bromo-3-[(Z)-1-cyano-2-(5-cyano-2-methoxy-phenyl)vinyl]indole-1-carboxylic acid BrC=1C=C2C(=CN(C2=CC1)C(=O)O)/C(=C/C1=C(C=CC(=C1)C#N)OC)/C#N